[1,2,4]triazolo[4,3-a]pyridine-3-carboxamide chloride [Cl-].N=1N=C(N2C1C=CC=C2)C(=O)N